N=C1SC=NN1CC(=O)C1=CC=C(C(=O)OC)C=C1 methyl 4-(2-(2-imino-1,3,4-thiadiazol-3(2H)-yl)acetyl)benzoate